NC1=C(N=CC(=N1)N1CCC(CC1)(C)NC(OC(C)(C)C)=O)SC1=C(C(=CC=C1)NC(CN1CCNCC1)=O)Cl tert-butyl (1-(6-amino-5-((2-chloro-3-(2-(piperazin-1-yl)acetamido)phenyl)thio)pyrazin-2-yl)-4-methylpiperidin-4-yl)carbamate